COCCOCC[C@H]([C@H](CC=C)C)S(=O)(=O)N (3R,4S)-1-(2-methoxyethoxy)-4-methylhept-6-ene-3-sulfonamide